Cl.NCC1CC(C1)C(=O)NC 3-(aminomethyl)-N-methylcyclobutanecarboxamide hydrochloride